ethyl 3-[(6-bromo-5-fluoro-1-isopropyl-indazol-3-yl)amino]propanoate BrC1=C(C=C2C(=NN(C2=C1)C(C)C)NCCC(=O)OCC)F